[(2S)-8-Chloro-2,3-dihydro-2-methyl-4H-1,4-benzoxazin-4-yl][5-(3-cyclobutyl-1H-1,2,4-triazol-1-yl)-2-methylphenyl]methanone ClC1=CC=CC=2N(C[C@@H](OC21)C)C(=O)C2=C(C=CC(=C2)N2N=C(N=C2)C2CCC2)C